CC1N=C(CC1)C1=CC2=CC=CC=C2C=C1 2-methyl-5-(naphthalen-2-yl)-3,4-dihydro-2H-pyrrole